C(C)(=O)O.OCC(O)CO.OCC(O)CO.OCC(O)CO triglycerol acetate